(S)-2-(3-(dimethylamino)pyrrolidin-1-yl)-1-(4-(3-isopropyl-2-(1H-pyrazolo[3,4-b]pyridin-4-yl)-1H-indol-5-yl)piperidin-1-yl)ethan-1-one CN([C@@H]1CN(CC1)CC(=O)N1CCC(CC1)C=1C=C2C(=C(NC2=CC1)C1=C2C(=NC=C1)NN=C2)C(C)C)C